(3E)-6-(decyloxymethoxy)-3-hexenyllithium C(CCCCCCCCC)OCOCC/C=C/CC[Li]